F[C@@H]1C[C@@H](N(C1)C(CN1C=NN=C1)=O)C(=O)N[C@H](C1=CC=C(C=C1)C(C)C)C1=CC=CC=C1 |&1:3| (2RS,4R)-4-fluoro-N-[(S)-phenyl[4-(propan-2-yl)phenyl]methyl]-1-[2-(4H-1,2,4-triazol-4-yl)acetyl]pyrrolidine-2-carboxamide